CC1(CC2(OCC(CO2)=O)CC(C1)(C)C)C 8,8,10,10-tetramethyl-1,5-dioxaspiro[5.5]undecan-3-one